racemic-N-[[4-[5-(3,5-dichloro-4-fluorophenyl)-4,5-dihydro-5-(tri-fluoromethyl)-3-isoxazolyl]-2,3-dihydro-7-benzofuranyl]methyl]propanamide ClC=1C=C(C=C(C1F)Cl)[C@]1(CC(=NO1)C1=CC=C(C2=C1CCO2)CNC(CC)=O)C(F)(F)F |r|